(S)-tert-butyl (1-aminopropan-2-yl)carbamate NC[C@H](C)NC(OC(C)(C)C)=O